C(C)(=O)C=1C(=NC(=CC1)N1C=NC2=C1C=CC(=C2)NC=2N=NC(=CC2)C)N2N=C(C(=C2)C)C#N 1-[3-acetyl-6-[5-[(6-methylpyridazin-3-yl)amino]benzimidazol-1-yl]-2-pyridyl]-4-methyl-pyrazole-3-carbonitrile